4-(3,5-difluorophenoxy)-2,2-difluoro-7-(trifluoromethylsulfanyl)indan-1-amine FC=1C=C(OC2=C3CC(C(C3=C(C=C2)SC(F)(F)F)N)(F)F)C=C(C1)F